dimethylcetyl-chlorosilane C[Si](Cl)(CCCCCCCCCCCCCCCC)C